Maleimidomethyl Cyclohexan-1-Carboxylat C1(CCCCC1)C(=O)OCN1C(C=CC1=O)=O